ClC1=CC=C(N=N1)N[C@@H]1CC[C@H]2CN(C[C@H]21)C(=O)C=2SC1=C(N2)COCC1C [(3aS,4R,6aR)-4-[(6-chloro-3-pyridazinyl)amino]hexahydrocyclopenta[c]pyrrol-2(1H)-yl](7-methyl-6,7-dihydro-4H-pyrano[3,4-d][1,3]thiazol-2-yl)methanone